OC1=NC2=NC(=NC(=C2N1)N)CCCCCCCCC hydroxy-nonyl-adenine